benzyl (R)-3-((tert-butoxycarbonyl)amino)-3-(5-(2,6-dimethylphenyl)pyridin-3-yl)propanoate C(C)(C)(C)OC(=O)N[C@H](CC(=O)OCC1=CC=CC=C1)C=1C=NC=C(C1)C1=C(C=CC=C1C)C